C(CC1=CC=CC=C1)NC(C1=CC(=CC=C1)NC1=CC=NC2=CC(=CC=C12)C(F)(F)F)=O N-phenethyl-3-[(7-trifluoromethylquinolin-4-yl)amino]benzamide